4-(1-benzyl-3-chloro-1H-pyrrolo[3,2-b]pyridin-6-yl)-3,5-dimethylisoxazole C(C1=CC=CC=C1)N1C=C(C2=NC=C(C=C21)C=2C(=NOC2C)C)Cl